C(C)(C)(CC)O.[K] potassium tertamyl alcohol